5-[2,4-Dichloro-3-(trifluoromethyl)phenyl]-1,3,4-oxadiazol-2-ol ClC1=C(C=CC(=C1C(F)(F)F)Cl)C1=NN=C(O1)O